CC(CCOC(\C=C\C)=O)CCCC(=C)C 3,7-dimethyl-7-octenylcrotonate